COC=1C=C2C=CC(=CC2=CC1)CN[C@H](C(=O)O)CCC(C)(C)C (2S)-2-{[(6-methoxynaphthalen-2-yl)methyl]amino}-5,5-dimethylhexanoic acid